8-methoxy-2-oxo-3,4-dihydropyrazino[2,3-c][1,8]naphthyridine COC=1C=CC=2C3=C(C=NC2N1)NCC(N3)=O